C[C@@H]1N(C[C@@H](C1)OC=1C=NC=2N(C1)N=CC2)C(=O)OC(C)(C)C tert-butyl (2S,4R)-2-methyl-4-pyrazolo[1,5-a]pyrimidin-6-yloxy-pyrrolidine-1-carboxylate